4-amino-5-(5-(8-methyl-8-azabicyclo[3.2.1]octan-3-yl)-3H-imidazo[4,5-b]pyridin-2-yl)thieno[2,3-b]pyridin-6(7H)-one NC=1C2=C(NC(C1C1=NC=3C(=NC(=CC3)C3CC4CCC(C3)N4C)N1)=O)SC=C2